6-Ethoxy-4-(6-(3-((6-methoxypyridin-3-yl)methyl)-3,6-diazabicyclo[3.1.1]hept-6-yl)pyridin-3-yl)pyrazolo[1,5-a]pyridine-3-carbonitrile C(C)OC=1C=C(C=2N(C1)N=CC2C#N)C=2C=NC(=CC2)N2C1CN(CC2C1)CC=1C=NC(=CC1)OC